((3S,7aS)-3-((3-(pentafluoro-λ6-sulfaneyl)phenoxy)methyl)tetrahydro-1H-pyrrolizin-7a(5H)-yl)methanol FS(C=1C=C(OC[C@@H]2CC[C@@]3(CCCN23)CO)C=CC1)(F)(F)(F)F